C(C)(C)(C)OC(NC1C2CN(CC12)C1=NC=C(N=C1)C(NC1=CC2=CN(N=C2C=C1OC)C)=O)=O N-[3-[5-[(6-methoxy-2-methyl-indazol-5-yl)carbamoyl]pyrazin-2-yl]-3-azabicyclo[3.1.0]hexane-6-yl]carbamic acid tert-butyl ester